(R)-1-methyl-6-(1-Methylcyclopropyl)-4-((1-(3-nitro-5-(trifluoromethyl)phenyl)ethyl)amino)pyrido[3,4-d]pyridazine CC1=C2C(=C(N=N1)N[C@H](C)C1=CC(=CC(=C1)C(F)(F)F)[N+](=O)[O-])CN(C=C2)C2(CC2)C